Cl.C(C1=CC=CC=C1)OC=1C=CC(=C(C1)NN)Br (5-(benzyloxy)-2-bromophenyl)hydrazine hydrochloride